N,N-Dimethyl-formamid CN(C=O)C